C(C)(=O)[N-]SC acetyl-methylthioamide